perfluoro-1,8-octanediol FC(C(C(C(C(C(C(C(O)(F)F)(F)F)(F)F)(F)F)(F)F)(F)F)(F)F)(O)F